CC(CNCC1=NC2=C(N1)C=C(C=C2)C(F)(F)F)C 2-methyl-N-((6-(trifluoromethyl)-1H-Benzo[d]imidazol-2-yl)methyl)propan-1-amine